((tetrahydrofuran-2-yl)methyl)pyrimidine-2,4-diamine O1C(CCC1)CC=1C(=NC(=NC1)N)N